(3S)-3-({N-[(4-methoxy-1H-indol-2-yl) carbonyl]-L-leucyl}amino)-2-oxo-4-[(3S)-2-oxopyrrolidin-3-yl]butyl 3-fluoro-2,6-dimethylbenzoate FC=1C(=C(C(=O)OCC([C@H](C[C@H]2C(NCC2)=O)NC([C@@H](NC(=O)C=2NC3=CC=CC(=C3C2)OC)CC(C)C)=O)=O)C(=CC1)C)C